3-(5-chloro-1-oxo-6-(trifluoromethyl)isoindolin-2-yl)piperidine-2,6-dione ClC=1C=C2CN(C(C2=CC1C(F)(F)F)=O)C1C(NC(CC1)=O)=O